FC1=C(C=C(C(=C1)C)F)CC=1C=2N(C=C(N1)C1=NC=C(C(=N1)OCOC)C(C)O)C=CN2 1-(2-{8-[(2,5-difluoro-4-methylphenyl)methyl]imidazo[1,2-a]pyrazin-6-yl}-4-(methoxymethoxy)pyrimidin-5-yl)ethanol